(2S)-2-methyl-4-(methylamino)piperidine-1-carboxylic acid tert-butyl ester C(C)(C)(C)OC(=O)N1[C@H](CC(CC1)NC)C